C[C@H](CN1CC2(CS(C2)(=O)=O)CC1)CC1=CC(=NC=C1)C(F)(F)F (S)-6-(2-Methyl-3-(2-(trifluoromethyl)pyridin-4-yl)propyl)-2-thia-6-azaspiro[3.4]octane 2,2-dioxide